C(C1=CC=CC=C1)OC(=O)N1CCC(=C[C@H]1C1=CC=C(C=C1)C(=O)OC)C=1C=NNC1 (S)-6-(4-(methoxycarbonyl)phenyl)-4-(1H-pyrazol-4-yl)-3,6-dihydropyridine-1(2H)-carboxylic acid benzyl ester